2-(1H-indol-3-yl)-N,N-dimethylethan-1-amine-1,1-d2 N1C=C(C2=CC=CC=C12)CC(N(C)C)([2H])[2H]